C(CCCCC#CCCCC#CCCCCCC)OC1OCCCC1 2-(octadeca-6,11-diyn-1-yloxy)tetrahydro-2H-pyran